NC=1C2=C(N=CN1)C(=C(N2C2=CC(=C(C=C2)OC2=NC=CC(=N2)C)F)C=2CCN(CC2)C(=O)OC(C)(C)C)C tert-butyl 4-(4-amino-5-(3-fluoro-4-((4-methylpyrimidin-2-yl) oxy) phenyl)-7-methyl-5H-pyrrolo[3,2-d]pyrimidin-6-yl)-3,6-dihydropyridine-1(2H)-carboxylate